FC1=CC=C(C=C1)N1CCN(CC1)C1=CC=C(N)C=C1 4-(4-(4-fluorophenyl)piperazin-1-yl)aniline